tert-butyl-4-(1H-pyrrolo[3,2-b]pyridin-5-yl)piperazine C(C)(C)(C)N1CCN(CC1)C1=CC=C2C(=N1)C=CN2